(R)-3-(3-methoxy-4-(1-methyl-1H-pyrazol-4-yl)benzoylamino)-pyrrolidine-1-carboxylic acid tert-butyl ester C(C)(C)(C)OC(=O)N1C[C@@H](CC1)NC(C1=CC(=C(C=C1)C=1C=NN(C1)C)OC)=O